tert-butyl(6-toluene sulfonyl-imidazo[4,5-d]pyrrolo[2,3-b]pyridine-1(6H)-yl)carbamate C(C)(C)(C)OC(NN1C=NC=2C1=C1C(=NC2)N(C=C1)S(=O)(=O)CC1=CC=CC=C1)=O